C(C1=CC=CC=C1)(C1=CC=CC=C1)(C1=CC=CC=C1)SC1CCNCCC1 4-(tritylthio)azepane